ClC1=CC=CC(=N1)N1N=C(C=C1)CC(=O)NC1=NNC(=C1)C1CC1 2-(1-(6-chloropyridin-2-yl)-1H-pyrazol-3-yl)-N-(5-cyclopropyl-1H-pyrazol-3-yl)acetamide